5-((2,6-dichlorobenzyl)oxy)-6-fluoro-2,3-dihydro-1H-inden-1-one ClC1=C(COC=2C=C3CCC(C3=CC2F)=O)C(=CC=C1)Cl